OC=1C=C2CCC(=C(C2=CC1)C)C=O 6-hydroxy-1-methyl-3,4-dihydronaphthalene-2-carbaldehyde